FC1CC(C1)(C1=NC=CC=C1F)CNC1=NC=C(C=N1)C=1C=C(C(=O)OC)C=CC1O methyl 3-[2-({[3-fluoro-1-(3-fluoro(2-pyridyl))cyclobutyl]methyl}amino) pyrimidin-5-yl]-4-hydroxybenzoate